1-((1R,5S)-3,8-diazabicyclo[3.2.1]octan-8-yl)-6-(8-bromonaphthalen-1-yl)-3-(((S)-1-methylpyrrolidin-2-yl)methoxy)-5,6,7,8-tetrahydro-2,6-naphthyridine-4-carbonitrile Hydrochloride Cl.[C@H]12CNC[C@H](CC1)N2C2=NC(=C(C=1CN(CCC21)C2=CC=CC1=CC=CC(=C21)Br)C#N)OC[C@H]2N(CCC2)C